C1(=CC=CC2=CC=CC=C12)NC1CCC(CC1)N N1-(naphthalen-1-yl)cyclohexane-1,4-diamine